C(C)(C)(C)OC(=O)O[C@@H]1[C@H]([C@H](N(C1)C(=O)OC(C)(C)C)CC1=CC=C(C=C1)OC)OC(C(C)C)=O tert-butyl (2R,3S,4S)-4-[(tert-butoxycarbonyl)oxy]-2-[(4-methoxyphenyl)methyl]-3-[(2-methylpropanoyl)oxy]pyrrolidine-1-carboxylate